ClC=1C=CC(=C(C1)C1=C2C(=NC=C1)C(=CS2)C(=O)O)C#CCN2C(=NC1=C(C2=O)C(=C(N=C1)N1CCN(CC1)CCOC(F)(F)F)C#N)C 7-(5-chloro-2-(3-(5-cyano-2-methyl-4-oxo-6-(4-(2-(trifluoromethoxy)ethyl)piperazin-1-yl)pyrido[3,4-d]pyrimidin-3(4H)-yl)prop-1-yn-1-yl)phenyl)thieno[3,2-b]pyridine-3-carboxylic acid